4-(2-methoxyphenyl)-6-methyl-N-[5-(1-methyl-1H-pyrazole-4-carbonyl)-4H,5H,6H-pyrrolo[3,4-d][1,3]thiazol-2-yl]pyridine-3-carboxamide COC1=C(C=CC=C1)C1=C(C=NC(=C1)C)C(=O)NC=1SC2=C(N1)CN(C2)C(=O)C=2C=NN(C2)C